O=C1N(CC2=C3C(=CC=C12)C1(CCN(CC1)C1CCC(CC1)=O)CO3)[C@@H]3C(NC(CC3)=O)=O (S)-3-(6-oxo-1'-(4-oxocyclohexyl)-6,8-dihydro-2H,7H-spiro[furo[2,3-e]isoindole-3,4'-piperidin]-7-yl)piperidine-2,6-dione